2-((2-((2-fluorophenyl)amino)-2-oxoethyl)thio)-1H-imidazole-4-carboxylic acid FC1=C(C=CC=C1)NC(CSC=1NC=C(N1)C(=O)O)=O